5-[(3-amino-2-fluorophenyl)methyl]-3,4-difluoro-2-(2-fluoro-4-sulfoanilino)benzoic acid methyl ester COC(C1=C(C(=C(C(=C1)CC1=C(C(=CC=C1)N)F)F)F)NC1=C(C=C(C=C1)S(=O)(=O)O)F)=O